8-(2-chlorobenzylsulfonyl)-1,3,7-trimethyl-1H-purine-2,6(3H,7H)-dione ClC1=C(CS(=O)(=O)C2=NC=3N(C(N(C(C3N2C)=O)C)=O)C)C=CC=C1